C(C)OC(CN1N=C(N2C(C1=O)=CC1=C2C=C(S1)Cl)C(C)(C)O)=O 2-(2-chloro-5-(2-hydroxy-prop-2-yl)-8-oxothieno[2',3':4,5]Pyrrolo[1,2-d][1,2,4]Triazin-7(8H)-yl)acetic acid ethyl ester